cerium dioxide [O-2].[O-2].[Ce+4]